C(C)(C)(C)C(C(=O)OO)CCCCCCCCCC tert-butylperoxylauric acid